4-[4-(dimethylamino)phenyl]-2,6-diphenyl-pyrylium CN(C1=CC=C(C=C1)C1=CC(=[O+]C(=C1)C1=CC=CC=C1)C1=CC=CC=C1)C